ClC1=CC=C(C=2C1=NON2)S(=O)(=O)Cl 7-chlorobenzo[c][1,2,5]oxadiazole-4-sulfonyl chloride